Ethyl-Phenyl-Dithiocarbamate C(C)SC(NC1=CC=CC=C1)=S